ethyl 7-bromo-benzo[d][1,3]dioxole-5-carboxylate BrC1=CC(=CC2=C1OCO2)C(=O)OCC